2-((9-ethyl-9H-carbazol-3-yl)methylene)-4-hydroxy-2,3-dihydro-1H-inden-1-one C(C)N1C2=CC=CC=C2C=2C=C(C=CC12)C=C1C(C2=CC=CC(=C2C1)O)=O